dichlorobis[di-tert-butyl(p-dimethyl-aminophenyl)phosphino]palladium (II) Cl[Pd-2](P(C(C)(C)C)(C(C)(C)C)C1(C(C=C(C=C1)C)N)C)(P(C1(C(C=C(C=C1)C)N)C)(C(C)(C)C)C(C)(C)C)Cl